ClC1=NC=C(C(=N1)NC=1C=C2NC(C(N(C2=C(C1)OCCC[C@H]1CNC[C@H](C1(F)F)C)C)=O)=O)Cl 6-((2,5-dichloropyrimidin-4-yl)amino)-8-(3-((3S,5R)-4,4-difluoro-5-methylpiperidin-3-yl)propoxy)-1-methyl-1,4-dihydroquinoxaline-2,3-dione